ClC=1C(=NC=CC1CN1[C@H](CCC1)C(C)(C)O)C=1C=C2CN(C(C2=CC1)=O)C1C(NC(CC1)=O)=O 3-(5-(3-chloro-4-(((R)-2-(2-hydroxypropan-2-yl)pyrrolidin-1-yl)methyl)pyridin-2-yl)-1-oxoisoindolin-2-yl)piperidine-2,6-dione